C(C)(C)(C)C1=NN(C(=C1)NC(=O)NC1=C(C=C(C=C1)OC1=CC=NC=2NC(C=NC21)=O)SC)C2=CC(=C(C=C2)C)Cl 1-(3-(tert-butyl)-1-(3-chloro-4-methylphenyl)-1H-pyrazol-5-yl)-3-(2-(methylthio)-4-((3-keto-3,4-dihydropyrido[2,3-b]pyrazin-8-yl)oxy)phenyl)urea